3-[2-fluoro-5-(2,3-difluoro-6-methoxybenzyloxy)-4-methoxyphenyl]-2,4-dioxo-1,2,3,4-tetrahydrothieno[3,4-d]pyrimidine-5-carboxylate FC1=C(C=C(C(=C1)OC)OCC1=C(C(=CC=C1OC)F)F)N1C(NC=2C(C1=O)=C(SC2)C(=O)[O-])=O